[Se]=O monoseleno ether